7-(2-(3-aminoazetidin-1-yl)-7-(8-ethyl-7-fluoro-3-hydroxynaphthalen-1-yl)-8-fluoropyrido[4,3-d]pyrimidin-4-yl)-1,3,7-triazaspiro[4.5]decane-2,4-dione NC1CN(C1)C=1N=C(C2=C(N1)C(=C(N=C2)C2=CC(=CC1=CC=C(C(=C21)CC)F)O)F)N2CC1(C(NC(N1)=O)=O)CCC2